C(C)(C)N1N=NC2=C1C=C(C=C2)C#CC2=C1C=C(N=CC1=C(N=C2)NC)NC(=O)C2CC2 N-(5-((1-isopropyl-1H-benzo[d][1,2,3]triazol-6-yl)ethynyl)-8-(methylamino)-2,7-naphthyridin-3-yl)cyclopropanecarboxamide